1-(2'-Hydroxy-4'-benzyloxy-5'-methylphenyl)-2-(1H-1,2,4-triazolyl)ethanone OC1=C(C=C(C(=C1)OCC1=CC=CC=C1)C)C(CN1N=CN=C1)=O